3-fluoro-5-((1-(methylsulfonyl)-7-oxo-6,7-dihydro-5H-cyclopenta[c]pyridin-4-yl)oxy)benzonitrile FC=1C=C(C#N)C=C(C1)OC=1C2=C(C(=NC1)S(=O)(=O)C)C(CC2)=O